O1COCC2=C1C=CC(=C2)C(N2CCC1(CN(C1)C(=O)N1N=C(N=C1)C#N)CC2)C2=CC1=C(OCOC1)C=C2 1-(7-(bis(4H-benzo[d][1,3]dioxin-6-yl)methyl)-2,7-diazaspiro[3.5]nonane-2-carbonyl)-1H-1,2,4-triazole-3-carbonitrile